C(#N)C1=CC(=C(COC2=CC=CC(=N2)N2C=NN(CC2)CC2=NC3=C(N2C[C@H]2OCC2)C=C(C=C3)C(=O)OC)C=C1)F (S)-methyl 2-((4-(6-((4-cyano-2-fluorobenzyl) oxy) pyridin-2-yl)-5,6-dihydro-1,2,4-triazin-1(4H)-yl) methyl)-1-(oxetan-2-ylmethyl)-1H-benzo[d]imidazole-6-carboxylate